NC1=C(C2=C(N=C(N=C2)C)N1C1=C(C(=CC=C1C)O)C)C(=O)N 6-amino-7-(3-hydroxy-2,6-dimethylphenyl)-2-methylpyrrolo[2,3-d]pyrimidine-5-carboxamide